CC1=C(C=CC=C1C)C=1C(N(C(N(C1)CC(=O)OC)=O)CC)=O Methyl [5-(2,3-dimethyl-phenyl)-3-ethyl-2,4-dioxo-3,4-dihydro-2H-pyrimidin-1-yl]-acetate